C(CC(=O)[O-])C(=O)[O-] MonoSuccinate